4-(4-(5-(difluoromethyl)-1,3,4-thiadiazol-2-yl)-2-methyl-6-(N-(1-methylcyclopropyl)sulfamoyl)quinazolin-8-yl)-N,N-dimethylpiperazine-1-carboxamide FC(C1=NN=C(S1)C1=NC(=NC2=C(C=C(C=C12)S(NC1(CC1)C)(=O)=O)N1CCN(CC1)C(=O)N(C)C)C)F